5-((1S,4S)-2-oxa-5-azabicyclo[2.2.1]heptan-5-yl)-4-(4-cyclopropyl-1H-imidazol-1-yl)-N-(5,6-dihydrobenzo[f]tetrazolo[1,5-d][1,4]oxazepin-8-yl)picolinamide [C@@H]12OC[C@@H](N(C1)C=1C(=CC(=NC1)C(=O)NC1=CC=CC=3C=4N(CCOC31)N=NN4)N4C=NC(=C4)C4CC4)C2